CN1C=NC=C1C(=O)OCC([C@H](C[C@H]1C(NCC1)=O)NC([C@@H](NC(=O)C=1NC2=CC=CC(=C2C1)OC)CC(C)C)=O)=O (3S)-3-({N-[(4-methoxy-1H-indol-2-yl) carbonyl]-L-leucyl}amino)-2-oxo-4-[(3S)-2-oxopyrrolidin-3-yl]butyl 1-methyl-1H-imidazole-5-carboxylate